6-chloro-N-methoxy-4-((2-ethoxy-4-(1-methyl-1H-pyrazol-5-yl)phenyl)amino)nicotinamide ClC1=NC=C(C(=O)NOC)C(=C1)NC1=C(C=C(C=C1)C1=CC=NN1C)OCC